aminoethyl-aminomethyl-diethoxysilane trans-methyl-cinnamate COC(\C=C\C1=CC=CC=C1)=O.NCC[Si](OCC)(OCC)CN